tert-butyl (2S,5R)-2-carbamoyl-5-(4-((2-fluorobenzyl)oxy)phenyl)pyrrolidine-1-carboxylate C(N)(=O)[C@H]1N([C@H](CC1)C1=CC=C(C=C1)OCC1=C(C=CC=C1)F)C(=O)OC(C)(C)C